2-bromo-1-[6-(oxetan-3-yloxy)-1,5-naphthyridin-4-yl]Ethanone BrCC(=O)C1=CC=NC2=CC=C(N=C12)OC1COC1